3-(5-amino-2-(2-fluorobenzyl)-8-(pyrimidin-4-yl)-[1,2,4]triazolo[1,5-c]pyrimidin-7-yl)benzonitrile NC1=NC(=C(C=2N1N=C(N2)CC2=C(C=CC=C2)F)C2=NC=NC=C2)C=2C=C(C#N)C=CC2